ClC1=CC(=C2C(=N1)N=C(O2)N[C@H]2CN(C[C@H](C2)O)C(=O)OC(C)(C)C)F tert-Butyl (3R,5S)-3-[(5-chloro-7-fluoro-oxazolo[4,5-b]pyridin-2-yl)amino]-5-hydroxy-piperidine-1-carboxylate